3-amino-8-tert-butyl-4-(7-fluoro-1H-indazol-4-yl)-1H-1,7-phenanthrolin-2-one NC=1C(NC2=C3C=CC(=NC3=CC=C2C1C1=C2C=NNC2=C(C=C1)F)C(C)(C)C)=O